C(CC)(=O)N[C@@H](CCSC)C(=O)O N-Propionylmethionine